(((((2-acetylnaphtho[2,3-b]furan-4,9-diyl)bis(oxy))bis(carbonyl)bis(azanediyl))bis(ethane-2,1-diyl))bis(azanediyl))diacetic acid C(C)(=O)C1=CC2=C(O1)C(=C1C=CC=CC1=C2OC(=O)NCCNCC(=O)O)OC(=O)NCCNCC(=O)O